C(#N)C(C)CCCO 2-cyano-5-pentanol